C(C)(=O)NC=1C=C(C=CC1C(=O)OC)C1N(CCN(C1)CC(F)F)CC1=C2C=CN(C2=C(C=C1OC)C)C(=O)[O-] 4-((2-(3-acetamido-4-(methoxycarbonyl)phenyl)-4-(2,2-difluoroethyl)piperazin-1-yl)methyl)-5-methoxy-7-methyl-1H-indole-1-carboxylate